C(C=1C(N(C2=CC=CC(=C2C1O)OC)C)=O)C=1C(N(C2=CC=CC(=C2C1O)OC)C)=O 3,3'-methylenebis(4-hydroxy-5-methoxy-1-methylquinolin-2(1H)-one)